C(C)(=O)C1=CC=C(C=C1)C1=CC=C(C=C1)Cl 4'-acetyl-4-chlorobiphenyl